4H-benzo[d][1,3]dioxine-6-carbaldehyde O1COCC2=C1C=CC(=C2)C=O